FC(C1=C(C(=C(C=C1)[C@@H]1[C@H](O[C@@]([C@@H]1C)(C(F)(F)F)C)C(=O)NC1=CC(=NC=C1)C(=O)N)OC)F)F (2S,3R,4R,5S)-4-[[3-[4-(difluoromethyl)-3-fluoro-2-methoxy-phenyl]-4,5-dimethyl-5-(trifluoromethyl)tetrahydrofuran-2-carbonyl]amino]pyridine-2-carboxamide